ClCC(=O)NC=1N=C(N2C1[C@H](N(CC2)C(C2=CC=C(C=C2)F)=O)C)C2=NC(=NS2)C (R)-2-chloro-N-(7-(4-fluorobenzoyl)-8-methyl-3-(3-methyl-1,2,4-thiadiazol-5-yl)-5,6,7,8-tetrahydroimidazo[1,5-a]pyrazin-1-yl)acetamide